FC=1C=C(C=CC1C1=NC=CC=C1)C1=CNC2=NC=C(C=C21)C=2C=CC1=C(CC[C@H](CC1)N1C3COCC1C3)C2 6-[(7S)-2-{3-[3-Fluoro-4-(pyridin-2-yl)phenyl]-1H-pyrrolo[2,3-b]pyridin-5-yl}-6,7,8,9-tetrahydro-5H-benzo[7]annulen-7-yl]-3-oxa-6-azabicyclo[3.1.1]heptane